2-(4-((6,7-dimethoxyquinazolin-4-yl)oxy)phenyl)-N-(4-fluorophenyl)-2-oxoacetamide COC=1C=C2C(=NC=NC2=CC1OC)OC1=CC=C(C=C1)C(C(=O)NC1=CC=C(C=C1)F)=O